C12(CC(C1)C2)NC2=NC(=NC=C2)NC2=C(C=C(C(=C2)[N+](=O)[O-])N(C)CCN(C)C)OC N4-(bicyclo[1.1.1]pentan-1-yl)-N2-(4-((2-(dimethylamino)ethyl)(methyl)amino)-2-methoxy-5-nitrophenyl)pyrimidine-2,4-diamine